1-(4-((4-((2-fluoro-4-((2-((2-methoxyethyl)(methyl)amino)pyridin-4-yl)oxy)phenyl)amino)-7-methoxyquinazolin-6-yl)amino)piperidin-1-yl)prop-2-en-1-one FC1=C(C=CC(=C1)OC1=CC(=NC=C1)N(C)CCOC)NC1=NC=NC2=CC(=C(C=C12)NC1CCN(CC1)C(C=C)=O)OC